CC1(COC2=CC(=CC=C2C1NC(O[C@@H]1CN2CCC1CC2)=O)C2=CC=C(C=C2)C(F)(F)F)C (S)-quinuclidin-3-yl (3,3-dimethyl-7-(4-(trifluoromethyl)phenyl)chroman-4-yl)carbamate